1-tert-butyl 4-methyl 4-(2-chloropyrimidin-4-yl)piperidine-1,4-dicarboxylate ClC1=NC=CC(=N1)C1(CCN(CC1)C(=O)OC(C)(C)C)C(=O)OC